Cl.N[C@H](C(=O)O)CC1=CC=C(C=C1)C=1OC(=NN1)C1=CC=CC=C1 (S)-2-amino-3-(4-(5-phenyl-1,3,4-oxadiazol-2-yl)phenyl)propanoic acid hydrochloride